3-((5-cyclopropyl-6-(2-(ethoxymethoxy)-4-formylphenyl)pyridazin-3-yl)amino)piperidine-1-carboxylic acid tert-butyl ester C(C)(C)(C)OC(=O)N1CC(CCC1)NC=1N=NC(=C(C1)C1CC1)C1=C(C=C(C=C1)C=O)OCOCC